C(OCCC(C)(OC)C)(OOOOC(OCCC(C)(OC)C)=O)=O bis(3-methyl-3-methoxybutyl) peroxy dicarbonate